FC1=C(N=C(S1)NC(CC=1N=C2SC=CN2C1)=O)C1=C(NC2=CC=CC=C12)C N-[5-fluoro-4-(2-methyl-1H-indol-3-yl)thiazol-2-yl]-2-(imidazo[2,1-b]thiazol-6-yl)acetamide